samarium diphenyl phosphonate P(OC1=CC=CC=C1)(OC1=CC=CC=C1)=O.[Sm]